CC1NC(CC1)C 2,5-Dimethyl-pyrrolidin